N1CCC(CC1)C#CC1=CC=2N(C=C1)C(=CN2)N2C(NC(CC2)=O)=O 1-[7-[2-(4-Piperidyl)ethynyl]imidazo[1,2-a]pyridin-3-yl]hexahydropyrimidine-2,4-dione